O1CCN(CC1)CCCOC=1C=C(C=CC1)C(CCCC)=O 1-(3-(3-morpholinopropoxy)phenyl)pentane-1-one